C1(=CC=CC=C1)NC(=O)N1CCN(CC1)C1=NC(=NS1)C1=CC=CC=C1 N-phenyl-4-(3-phenyl-1,2,4-thiadiazol-5-yl)-1-piperazinecarboxamide